4,5-dihydroisoxazole O1N=CCC1